C(CCCCCCCCCCCCCCCCC)(=O)OCC(O)[C@H]1OC[C@H]([C@@H]1O)O [2-[(2R,3S,4R)-3,4-dihydroxytetrahydrofuran-2-yl]-2-hydroxyethyl] stearate